C(CC)OC(=O)C1=CC2=C(C(N(C=C2Br)C)=O)N1S(=O)(=O)C1=CC=C(C)C=C1 4-bromo-6-methyl-7-oxo-1-p-toluenesulfonyl-6,7-dihydro-1H-pyrrolo[2,3-c]pyridine-2-carboxylic acid propyl ester